Tris(trifluoromethylphenyl)borane FC(F)(F)C1=C(C=CC=C1)B(C1=C(C=CC=C1)C(F)(F)F)C1=C(C=CC=C1)C(F)(F)F